C(C)(C)(C)C1=NOC(=C1)C[C@H]1O[C@@H]([C@@H]([C@@H]([C@H]1OCC(=O)O)N1N=NC(=C1)C1=CC(=C(C(=C1)F)F)F)O)CO 2-(((2R,3R,4S,5R,6R)-2-((3-(tert-butyl)isoxazol-5-yl)methyl)-5-hydroxy-6-(hydroxymethyl)-4-(4-(3,4,5-trifluorophenyl)-1H-1,2,3-triazol-1-yl)tetrahydro-2H-pyran-3-yl)oxy)acetic acid